2-(4-chloro-3-fluorophenyl)-2H-1,2,3-triazole-4-carboxylic acid ClC1=C(C=C(C=C1)N1N=CC(=N1)C(=O)O)F